(2,2-dimethylcyclopropyl)-trifluoroboric acid potassium salt [K].CC1(C(C1)[B-](F)(F)F)C.[H+]